BrC(C(=O)N)(Br)C#N 2,2-dibromo-cyanoacetamide